ClC1=C(C=CC=C1)N1C(N=C(C2=CC=C(C=C12)C1CC1)NC=1C=NSC1)=O 1-(2-chlorophenyl)-7-cyclopropyl-4-(isothiazol-4-ylamino)quinazolin-2(1H)-one